NC1=C(C(=NC=N1)OC1=C(C=C(C=C1)C1=NN(C(=C1C(=O)N)C(F)(F)F)C1=NC=NC=C1)F)Cl [4-(6-amino-5-chloro-pyrimidin-4-yl)oxy-3-fluoro-phenyl]-1-pyrimidin-4-yl-5-(trifluoromethyl)pyrazole-4-carboxamide